cyclobuta[cd]pentalene C1=C2C3=C(C=CC3=C1)C2